C(CCC)NC(NC1=CC(=CC=C1)[N+](=O)[O-])=O 3-butyl-1-(3-nitrophenyl)urea